2-(4-methylpiperazin-1-yl)thiazolo[4,5-d]Pyrimidin-7(6H)-one CN1CCN(CC1)C=1SC2=C(N=CNC2=O)N1